N-(2,2'-dichloro-3'-(5-((3-(hydroxymethyl)azetidin-1-yl)methyl)-6-methoxypyrazin-2-yl)-[1,1'-biphenyl]-3-yl)-1,5-dimethyl-4,5,6,7-tetrahydro-1H-imidazo[4,5-c]pyridine-2-carboxamide ClC1=C(C=CC=C1NC(=O)C=1N(C2=C(CN(CC2)C)N1)C)C1=C(C(=CC=C1)C1=NC(=C(N=C1)CN1CC(C1)CO)OC)Cl